FC(OC1=CC=C(C=C1)S(=O)(=O)C1OC2(CC1N1CC3(C1)COCC3)CCNCC2)F ((4-(difluoromethoxy)phenyl)sulfonyl)-3-(6-oxa-2-azaspiro[3.4]oct-2-yl)-1-oxa-8-azaspiro[4.5]decane